3-(hydroxymethyl)phenyl-boronic acid OCC=1C=C(C=CC1)B(O)O